COC1=CC=C(C=C1)CN1C[C@H]([C@H](CC1)C)C=O cis-1-[(4-methoxyphenyl)methyl]-4-methyl-piperidine-3-carbaldehyde